4-[7-cyclopropyl-2-(3-phenylpyrazol-1-yl)pyrido[3,2-d]pyrimidin-4-yl]morpholine C1(CC1)C1=CC=2N=C(N=C(C2N=C1)N1CCOCC1)N1N=C(C=C1)C1=CC=CC=C1